diphenyl-(4-vinylbenzene) C1(=CC=CC=C1)C1=C(C=CC(=C1)C=C)C1=CC=CC=C1